3-hexacosyl-2-(9-i-octadecenoyl)glycerol tert-butyl-6-[[5-(2-oxa-6-azaspiro[3.3]heptan-6-yl)-1-oxo-2,7-naphthyridin-2-yl]methyl]-2-(tetrahydropyran-2-yloxymethyl)indole-1-carboxylate C(C)(C)(C)C1=C(N(C2=CC(=CC=C12)CN1C(C2=CN=CC(=C2C=C1)N1CC2(COC2)C1)=O)C(=O)OCC(OC(CCCCCCCC=CCCCCCC(C)C)=O)COCCCCCCCCCCCCCCCCCCCCCCCCCC)COC1OCCCC1